3-(benzylthio)hexane C(C1=CC=CC=C1)SC(CC)CCC